NC(C(=O)N(C)C)C=1C=NC(=CC1)C1=C(C=C(C=C1)C#N)OC=1N(N=C(C1)C1CC1)C 2-amino-2-[6-[4-cyano-2-(5-cyclopropyl-2-methylpyrazol-3-yl)oxyphenyl]pyridin-3-yl]-N,N-dimethylacetamide